COC=1C=C(C=CC1NCC#C)N1C(COCC1)=O (3-methoxy-4-(prop-2-yn-1-ylamino)phenyl)morpholin-3-one